C(C=C)(=O)NC1=C(C=CC(=C1)N1CCN(CC1)CC)NC1=NC=C(C(=C1)C=1C(=C(C(=O)N)C(=CC1)OC)F)C#N (2-((2-acrylamido-4-(4-ethylpiperazin-1-yl)phenyl)amino)-5-cyanopyridin-4-yl)-2-fluoro-6-methoxybenzamide